1-(3-fluoro-4-{4-[2-(6-methylpyridin-3-yl)acetamido]-1H-1,2,3-triazol-1-yl}butyl)-N-{[3-(trifluoromethoxy)phenyl]methyl}-1H-1,2,3-triazole-4-carboxamide FC(CCN1N=NC(=C1)C(=O)NCC1=CC(=CC=C1)OC(F)(F)F)CN1N=NC(=C1)NC(CC=1C=NC(=CC1)C)=O